2-bromo-2-(4-fluoro-2-methoxyphenyl)-1-(6-fluoro-5-methyl-1H-indol-3-yl)-ethanone BrC(C(=O)C1=CNC2=CC(=C(C=C12)C)F)C1=C(C=C(C=C1)F)OC